1-Tert-butyl 4-[3-(2,6-dibenzyloxy-3-pyridyl)-1-methyl-indazol-7-yl]-3-oxo-piperidine-1-carboxylate C(C1=CC=CC=C1)OC1=NC(=CC=C1C1=NN(C2=C(C=CC=C12)C1C(CN(CC1)C(=O)OC(C)(C)C)=O)C)OCC1=CC=CC=C1